C(C)(C)(C)OC(=O)NC12CNCC2C1 1-[(tert-butoxycarbonyl)amino]-3-azabicyclo[3.1.0]hexan